N[C@@H]1C2=CC(=CC=C2CC12CCN(CC2)C=2N(C(C1=C(N2)NC=C1C(=C)C1=CC=CC=C1)=O)C)F (S)-2-(1-amino-6-fluoro-1,3-dihydro-spiro[indene-2,4'-piperidin]-1'-yl)-3-methyl-5-(1-phenylvinyl)-3,7-dihydro-4H-pyrrolo[2,3-d]pyrimidin-4-one